C1(=CC=CC=C1)P(OCC)(OC(C1=C(C=C(C=C1C)C)C)=O)=O ethyl (2,4,6-trimethyl benzoyl) phenylphosphonate